C(C1=CC=CC=C1)OC(N[C@@H]1C[C@@H](CC1)NC(=O)NC1=CC(=NC(=C1)C1=CC=CC=2OCC(OC21)CNC(=O)C2CCOCC2)OC)=O ((1S,3R)-3-{3-[2-Methoxy-6-(3-{[(tetrahydro-pyran-4-carbonyl)-amino]-methyl}-2,3-dihydro-benzo[1,4]dioxin-5-yl)-pyridin-4-yl]-ureido}-cyclopentyl)-carbamic acid benzyl ester